5-bromo-2-(2,2-difluoro-cyclopropylmethoxy)-pyridine BrC=1C=CC(=NC1)OCC1C(C1)(F)F